tert-butyl (3aR,6aS)-5-(3-(2-(4-(4-ethoxy-6-((4-methoxybenzyl)oxy)pyridin-3-yl)-2-fluorophenyl)acetamido)-5-(trifluoromethyl)benzoyl)hexahydropyrrolo[3,4-c]pyrrole-2(1H)-carboxylate C(C)OC1=C(C=NC(=C1)OCC1=CC=C(C=C1)OC)C1=CC(=C(C=C1)CC(=O)NC=1C=C(C(=O)N2C[C@@H]3[C@H](C2)CN(C3)C(=O)OC(C)(C)C)C=C(C1)C(F)(F)F)F